C(C)(C)(C)OC(C1=C(C=C(C=C1)[N+](=O)[O-])COC(F)F)=O.OC1=C(C=C(C=C1Cl)C(C(F)(F)F)(C(F)(F)F)C1=CC(=C(C(=C1)Cl)O)Cl)Cl bis(4-hydroxy-3,5-dichlorophenyl)hexafluoropropane tert-butyl-2-(difluoromethoxymethyl)-4-nitrobenzoate